3-(1-((1R,4R,5s)-2-azabicyclo[2.1.1]hexane-5-yl)-7-(2,3-dichlorophenyl)-6-fluoro-4-methyl-2-((R)-1-((1-methyl-1H-pyrazol-4-yl)amino)ethyl)-1H-pyrrolo[3,2-c]quinolin-8-yl)propionitrile [C@H]12NC[C@H]([C@@H]1N1C(=CC=3C(=NC=4C(=C(C(=CC4C31)CCC#N)C3=C(C(=CC=C3)Cl)Cl)F)C)[C@@H](C)NC=3C=NN(C3)C)C2